(S)-7-Methoxy-N-(tetrahydrofuran-3-yl)-1,2,3,4-tetrahydroisoquinolin-8-amine hydrochloride Cl.COC1=CC=C2CCNCC2=C1N[C@@H]1COCC1